2,5-Bis(benzyloxy)terephthalic acid C(C1=CC=CC=C1)OC1=C(C(=O)O)C=C(C(=C1)C(=O)O)OCC1=CC=CC=C1